3-methylenebenzyl-azetidine C=C1CC(CN2CCC2)=CC=C1